COC1=C2C=CN(C2=CC=C1)C(=O)OC(C)(C)C tert-butyl 4-methoxy-1H-indole-1-carboxylate